tert-butyl (tert-butoxycarbonyl)(7-(5-chloro-6-(1-(1-(4-fluorophenyl)ethyl)-1H-pyrazol-4-yl)pyridin-2-yl)-[1,2,4]triazolo[1,5-a]pyridin-2-yl)carbamate C(C)(C)(C)OC(=O)N(C(OC(C)(C)C)=O)C1=NN2C(C=C(C=C2)C2=NC(=C(C=C2)Cl)C=2C=NN(C2)C(C)C2=CC=C(C=C2)F)=N1